ClC=1C=2N(C=C(C1)C=1N=C3N(C(C1)=O)C=C(C=C3)N3CCN(CC3)C(C)C)C=C(N2)C 2-(8-chloro-2-methylimidazo[1,2-a]pyridin-6-yl)-7-[4-(propan-2-yl)piperazin-1-yl]-4H-pyrido[1,2-a]pyrimidin-4-one